4-(benzyloxy)-2-hydroxy-3,6-xylenecarboxylic acid C(C1=CC=CC=C1)OC1=C(C(=C(C(=C1)C)C(=O)O)O)C